C(C)(C)(C)OC(=O)N[C@@H](CCOCC(C)C)C(=O)OC(C)(C)C tert-butyl N-(tert-butoxycarbonyl)-O-isobutyl-L-homoserinate